C(C)OC(CCC(=O)C1=NC2=CC(=CC=C2C(=C1O)Br)C1=CC(=CC=C1)C(C)C)=O 4-[4-Bromo-3-hydroxy-7-(3-isopropyl-phenyl)-quinolin-2-yl]-4-oxo-butyric acid ethyl ester